C(C1=CC=CC=C1)N1CCN(CC1)C1(CC1)C(=O)O (4-benzylpiperazin-1-yl)cyclopropane-1-carboxylic acid